Cl.C(C)N(C)C=NC1=CC(=C(C(=O)OCC2=CC=C(C=C2)OC(F)F)C=C1C)C 4-(difluoromethoxy)benzyl 4-(((ethyl(methyl)amino)methylene)amino)-2,5-dimethylbenzoate hydrochloride